di(n-hexyl)cyclooctane C(CCCCC)C1(CCCCCCC1)CCCCCC